C(O[C@H](C)[C@@H](CC)OP(=O)(OCC1=CC=CC=C1)OCC1=CC=CC=C1)(OCCl)=O (2R,3R)-3-((bis(benzyloxy)phosphoryl)oxy)pentan-2-yl (chloromethyl) carbonate